dioxido-[1,1':4',1''-terphenyl] [O-]C1=CC=C(C=C1)C1=CC=C(C=C1)C1=CC=C(C=C1)[O-]